2-(2-(1-(3-bromophenyl)cyclobutyl)acetyl)-N-methylhydrazine-1-carbothioamide BrC=1C=C(C=CC1)C1(CCC1)CC(=O)NNC(NC)=S